glutaconic acid monobenzyl ester C(C1=CC=CC=C1)OC(C=CCC(=O)O)=O